2-Methyl-4,9-dioxo-4,9-dihydrofuro[3,2-g]quinoline-3-carboxylic acid ethyl ester C(C)OC(=O)C1=C(OC2=C1C(C=1C=CC=NC1C2=O)=O)C